CC(CCCC(=O)O)C(C)C 5,6-dimethylheptanic acid